tris(3-methylphenyl)-triphenylamine CC=1C=C(C=CC1)C1=C(C(=C(C=C1)N(C1=CC=CC=C1)C1=CC=CC=C1)C1=CC(=CC=C1)C)C1=CC(=CC=C1)C